C(C)C1=C(C=CC=C1)C=1C=C2C(CC3(CN(CC3)C(=O)C3=NC=C(C=C3)F)C2=CC1)O (5-(2-ethylphenyl)-3-hydroxy-2,3-dihydrospiro[indene-1,3'-pyrrolidin]-1'-yl)(5-fluoropyridin-2-yl)methanone